(3R)-4-(3,3-difluoro-2,2-dimethyl-propanoyl)-3-methyl-3,5-dihydro-2H-pyrido[3,4-f][1,4]oxazepine-9-carbonitrile FC(C(C(=O)N1[C@@H](COC2=C(C1)C=NC=C2C#N)C)(C)C)F